4-bromo-3-fluoro-N-hydroxybenzimidamide BrC1=C(C=C(C(NO)=N)C=C1)F